OC1=CC=C2C(N[C@H](C2=C1)C1=C(NC2=CC=CC=C12)CNCC1CCC(CC1)CNC(OC(C)(C)C)=O)=O tert-butyl N-{[(1r,4r)-4-[({[3-(6-hydroxy-3-oxo-2,3-dihydro-1H-isoindol-1-yl)-1H-indol-2-yl] methyl} amino) methyl] cyclohexyl] methyl}-carbamate